C1(=CC=CC=2OC3=C(C21)C=CC=C3)C3=C(C#N)C(=C(C(=C3N3C2=CC=C(C=C2C=2C=C(C=CC32)C3=CC=CC=C3)C3=CC=CC=C3)N3C2=CC=C(C=C2C=2C=C(C=CC32)C3=CC=CC=C3)C3=CC=CC=C3)C3=CC=CC=2OC1=C(C23)C=CC=C1)C1=CC=NC=C1 2,5-bis(dibenzo[b,d]furan-1-yl)-3,4-bis(3,6-diphenyl-9H-carbazol-9-yl)-6-(pyridin-4-yl)benzonitrile